F[SiH2]F difluorsilane